5-chloro-N-[2,4-difluoro-3-([[4-methoxy-1-(oxan-2-yl)pyrazolo[3,4-b]pyridin-5-yl]oxy]methyl)phenyl]-2-methoxypyridine-3-sulfonamide ClC=1C=C(C(=NC1)OC)S(=O)(=O)NC1=C(C(=C(C=C1)F)COC=1C(=C2C(=NC1)N(N=C2)C2OCCCC2)OC)F